6-(((1-Ethylpiperidin-4-yl)amino)methyl)thieno[2,3-b]pyridine-2-carboxylic acid C(C)N1CCC(CC1)NCC1=CC=C2C(=N1)SC(=C2)C(=O)O